C(C1=CC=CC=C1)OC=1C(=C(C=CC1Br)C1=NC=CC=C1N)[N+](=O)[O-] (3-benzyl-oxy-4-bromo-2-nitro-phenyl)pyridin-3-amine